FC=1C=C(C=C2C=CN(C(C12)=O)C1CCNCC1)C1=CC2=CN(N=C2C(=C1)C#N)C 5-(8-fluoro-1-oxo-2-(piperidin-4-yl)-1,2-dihydroisoquinolin-6-yl)-2-methyl-2H-indazole-7-carbonitrile